2-(azepan-1-yl)-5,6-dimethyl-N-(3-methyl-sulfonylphenyl)pyridine-3-carboxamide N1(CCCCCC1)C1=NC(=C(C=C1C(=O)NC1=CC(=CC=C1)S(=O)(=O)C)C)C